FC1=CC(=C(C=C1)/C=C/C(=O)N1C(OCC1)=O)C(F)(F)F (E)-3-(3-(4-fluoro-2-trifluoromethylphenyl)acryloyl)oxazolidin-2-one